(E)-N-(5-carbamoyl-1-methyl-1H-pyrrol-3-yl)-1-methyl-4-(4-(2-(quinolin-3-yl)vinyl)benzamido)-1H-pyrrole-2-carboxamide C(N)(=O)C1=CC(=CN1C)NC(=O)C=1N(C=C(C1)NC(C1=CC=C(C=C1)\C=C\C=1C=NC2=CC=CC=C2C1)=O)C